NC(C(=O)O)CCC(C)C 2-Amino-5-methyl-hexanoic acid